C(C)[C@H](C(=O)OCC=1C(=C(C=CC1)[C@H](C)C=1N=CN(C1)C(=O)OC(C)(C)C)C)[C@H](COC(CCCCC)=O)CC1=CN=CN1C Tert-butyl 4-((S)-1-(3-((((2S,3r)-2-ethyl-4-(hexanoyloxy)-3-((1-methyl-1H-imidazol-5-yl) methyl) butanoyl) oxy) methyl)-2-methylphenyl) ethyl)-1H-imidazole-1-carboxylate